NC1CCN(CC1)C1=C(C=NC2=CC=C(C=C12)C=1C(=C(C#N)C=CC1)O)C1=CC(=CC(=C1)C)F 3-[4-(4-Aminopiperidin-1-yl)-3-(3-fluoro-5-methylphenyl)chinolin-6-yl]-2-hydroxybenzonitril